O=C1NC(CCC1C1=CC(=C(C=C1)N1CCC(CC1)CN1CCC2(CC(C2)OC(C2=CC(=CC=C2)OC)=O)CC1)F)=O 3-methoxybenzoic acid 7-((1-(4-(2,6-dioxopiperidin-3-yl)-2-fluorophenyl) piperidin-4-yl) methyl)-7-azaspiro[3.5]non-2-yl ester